C(C)(C)(C)OC(NCCCN1C=NC(=C1)Br)=O (3-(4-bromo-1H-imidazol-1-yl)propyl)carbamic acid tert-butyl ester